CN1C[C@H](CC1)NC1=C2C(=NC(=C1)N)C=C(S2)C2=CC=NN2 (S)-N7-(1-methylpyrrolidin-3-yl)-2-(1H-pyrazol-5-yl)thieno[3,2-b]pyridine-5,7-diamine